3-(bromomethyl)-6-chloro-2-iodo-5-methoxypyridine BrCC=1C(=NC(=C(C1)OC)Cl)I